C(C1=CC=CC=C1)[C@H]1C[C@@H](N(C1)C(=O)OC(C)(C)C)C(N[C@H](C(=O)NCC=1C=CC=2N(C1)C=CN2)C)=O tert-Butyl (2R,4S)-4-benzyl-2-(((S)-1-((imidazo[1,2-a]pyridin-6-ylmethyl)amino)-1-oxopropan-2-yl)carbamoyl)pyrrolidine-1-carboxylate